C1=CC=CC=2C3=CC=CC=C3C(C12)COC(=O)N([C@H](C(=O)O)CC1=CC=CC=C1)C (2S)-2-[9H-fluoren-9-ylmethoxycarbonyl-(methyl)amino]-3-phenyl-propanoic acid